NC1=NN2C(N=CC=C2)=C1C(=O)NC(C)C=1C=C(C=2N(C1N1CCC(CC1)O)C=NC2)Cl 2-Amino-N-{1-[8-chloro-5-(4-hydroxypiperidin-1-yl)imidazo[1,5-a]pyridin-6-yl]ethyl}pyrazolo[1,5-a]pyrimidine-3-carboxamide